C(C=C)C1(C(=O)OCC1)CC=C α,α-diallyl-γ-butyrolactone